C(CC)C1=CC=C(C=C1)S(=O)(=O)OC1=C(C=CC=C1)NC(=O)NC1=CC(=CC=C1)OS(=O)(=O)C1=CC=C(C=C1)CCC N-[2-(p-propylphenylsulphonyloxy)phenyl]-N'-[3-(p-propylphenylsulphonyloxy)phenyl]urea